CC/C=C\\C[C@@H](/C=C/[C@@H]1[C@H](C=CC1=O)C/C=C\\CCCC(=O)[O-])O The molecule is a prostaglandin carboxylic acid anion that is the conjugate base of prostaglandin J3. obtained by deprotonation of the carboxy group; major species at pH 7.3. It is a conjugate base of a prostaglandin J3.